tert-Butyl N-[(3R,4S)-4-(4,8-difluoro-6-formyl-3,5,6,7-tetrahydrocyclopenta[f]benzimidazol-2-yl)tetrahydrofuran-3-yl]carbamate FC1=C2C(=C(C=3N=C(NC31)[C@@H]3[C@H](COC3)NC(OC(C)(C)C)=O)F)CC(C2)C=O